N1NC(C=CC1=O)=O 1,2-dihydro-3,6-pyridazindione